N-(5-(2-Ethyl-2-azaspiro[3.3]heptan-6-yl)pyridin-2-yl)-5-fluoro-4-(3-isopropyl-2-methyl-3H-thieno[2,3-d]imidazol-5-yl)pyrimidin-2-amine C(C)N1CC2(C1)CC(C2)C=2C=CC(=NC2)NC2=NC=C(C(=N2)C2=CC1=C(N(C(=N1)C)C(C)C)S2)F